(tetrahydropyran-2-yloxymethyl)spiro[5H-cyclopenta[c]pyridine-6,4'-piperidine] O1C(CCCC1)OCN1CCC2(CC1)CC1=C(C=NC=C1)C2